3,4-dichloro-2-[1-(pyridin-4-yl)ethenyl]phenol ClC=1C(=C(C=CC1Cl)O)C(=C)C1=CC=NC=C1